BrC=1C=NC(=NC1)CC=1N(N=C(C1Cl)C(F)(F)F)C1=CC=C(C=C1)C(F)(F)F 5-bromo-2-[[4-chloro-5-(trifluoromethyl)-2-[4-(trifluoromethyl)phenyl]pyrazol-3-yl]methyl]pyrimidine